ethyl spiro[5,6-dihydro-[1,2,4]triazolo[5,1-c][1,4]oxazine-8,1'-cyclopentane]-2-carboxylate C12(CCCC1)OCCN1C2=NC(=N1)C(=O)OCC